ClCCN1CCSCC1 4-(2-chloroethyl)thiomorpholine